[Si](C)(C)(C(C)(C)C)OC[C@H](C=1SC=C(C1)C(NO)=N)NC(OC(C)(C)C)=O tert-butyl (R)-(2-((tert-butyldimethylsilyl)oxy)-1-(4-(N-hydroxycarbamimidoyl)thiophen-2-yl)ethyl)carbamate